CN1C(CCC1)=O METHYLPYRROLIDINON